C12=C(C(CCC1)CC13C(C=C(CC1)C(=O)[O-])O3)O2 4-epoxycyclohexenylmethyl-3,4-epoxycyclohexenoate